C1NCC2=CC(=CC=C12)C=1C(=C(C=CC1)C1=NOC=N1)C (3-isoindolin-5-yl)-2-methylphenyl-1,2,4-oxadiazole